CCCCCCCCCCCCCCCCCCCCOC[C@H](COP(=O)([O-])OCC[N+](C)(C)C)OC(=O)CCCCCCC/C=C\CCCCC 1-eicosyl-2-(9Z-pentadecenoyl)-glycero-3-phosphocholine